C(C)(C)(C)NCCNC(C)(C)C di-tertbutylethylenediamine